C(C)N1C=NC2=C1N=NC=C2C2=CC(=C(C=C2)F)C2=CC1=CN(N=C1C=C2OC)C=2N(C=CN2)C 7-Ethyl-4-(4-fluoro-3-(6-methoxy-2-(1-methyl-1H-imidazol-2-yl)-2H-indazol-5-yl)phenyl)-7H-imidazo[4,5-c]pyridazine